[3-(4-aminocinnolin-7-yl)-4-(oxan-4-yloxy)phenyl]boronic Acid Formic Acid Salt C(=O)O.NC1=CN=NC2=CC(=CC=C12)C=1C=C(C=CC1OC1CCOCC1)B(O)O